6-bromo-2-(methylthio)thiazolo[4,5-b]pyrazine BrC=1N=C2C(=NC1)N=C(S2)SC